C(C)(C)(C)OC(=O)NC1=NC=CC(=C1)CC(=O)NC=1C(=C(C(=O)N[C@H](C(=O)OCC2=CC=CC=C2)CNC(=O)N[C@@H]2CCC3=CC=CC=C23)C(=CC1)Cl)Cl (S)-benzyl 2-(3-(2-(2-(tert-butoxycarbonylamino)pyridin-4-yl)acetamido)-2,6-dichlorobenzamido)-3-(3-((R)-2,3-dihydro-1H-inden-1-yl)ureido)propanoate